FC1=C(C(=C(C=C1)[C@H]1[C@@H](O[C@]([C@H]1C)(C(F)(F)F)C)C(=O)OCC)OC)C |r| ethyl rac-(2R,3S,4S,5R)-3-(4-fluoro-2-methoxy-3-methylphenyl)-4,5-dimethyl-5-(trifluoromethyl)tetrahydrofuran-2-carboxylate